O=C1NC(CCC1N1C(C2=CC=C(C=C2C1=O)OCC1CN(C1)C(COCCNC([O-])=O)=O)=O)=O 2-(2-[3-([[2-(2,6-dioxopiperidin-3-yl)-1,3-dioxoisoindol-5-yl]oxy]methyl) azetidin-1-yl]-2-oxoethoxy)ethylcarbamate